14-methyl-pentadecanoic acid CC(CCCCCCCCCCCCC(=O)O)C